tert-Butyl 3-(1-([1,1'-biphenyl]-4-yl)-2-oxo-1,2-dihydro-3H-imidazo[4,5-b]pyridin-3-yl)azetidine-1-carboxylate C1(=CC=C(C=C1)N1C(N(C2=NC=CC=C21)C2CN(C2)C(=O)OC(C)(C)C)=O)C2=CC=CC=C2